8-(3,4-Dichlorophenyl)-9-(4-((1-(3-fluoropropyl)azetidin-3-yl)methyl)phenyl)-6,7-dihydro-5H-benzo[7]annulen ClC=1C=C(C=CC1Cl)C=1CCCC2=C(C1C1=CC=C(C=C1)CC1CN(C1)CCCF)C=CC=C2